1,6-dichloro-2,7-naphthyridine ClC1=NC=CC2=CC(=NC=C12)Cl